C(C)(C)(C)OC(N(CC#C)C=1C=NC(=CC1OC)P(=O)(C)C)=O (6-(dimethylphosphoryl)-4-methoxypyridin-3-yl)(prop-2-yn-1-yl)carbamic acid tert-butyl ester